N-[ethyl-hydroxyphosphino]glutamic acid C(C)P(N[C@@H](CCC(=O)O)C(=O)O)O